BrC=1C=C(OC2=NC=C(C=C2)C(F)(F)F)C=CC1F 2-(3-bromo-4-fluorophenoxy)-5-(trifluoromethyl)pyridine